2-[(5-bromo-1-methyl-1H-indol-3-yl)methyl]aniline BrC=1C=C2C(=CN(C2=CC1)C)CC1=C(N)C=CC=C1